(2,4-dimethoxybenzyl)-4-(N-(4-(fluoromethyl)phenyl)-3-(triisopropylsilyl)propiolamido)tetrahydro-2H-pyran-4-carboxamide COC1=C(CC2OCCC(C2)(C(=O)N)N(C(C#C[Si](C(C)C)(C(C)C)C(C)C)=O)C2=CC=C(C=C2)CF)C=CC(=C1)OC